triethoxy(3-isothiocyanatopropyl)silane tert-butyl-(5-chloro-3-isopropylpyrazolo[1,5-a]pyrimidin-7-yl)(4-(pyridin-3-yl)benzyl)carbamate C(C)(C)(C)OC(N(CC1=CC=C(C=C1)C=1C=NC=CC1)C1=CC(=NC=2N1N=CC2C(C)C)Cl)=O.C(C)O[Si](CCCN=C=S)(OCC)OCC